3,5-di(tert-butyl)4-hydroxybenzoic acid hexadecyl ester C(CCCCCCCCCCCCCCC)OC(C1=CC(=C(C(=C1)C(C)(C)C)O)C(C)(C)C)=O